2-[4-({3,3-dimethyl-2-oxo-1H-pyrrolo[3,2-b]pyridin-5-yl}methyl)-3,5-dimethylphenyl]-3,5-dioxo-4H-1,2,4-triazine-6-carboxylic acid CC1(C(NC=2C1=NC(=CC2)CC2=C(C=C(C=C2C)N2N=C(C(NC2=O)=O)C(=O)O)C)=O)C